C(C)(C)[C@H]1C2(COCOC2)C[C@@H](CC1)C (7s,10r)-7-isopropyl-10-methyl-2,4-dioxaspiro[5.5]undecane